(8R,9S)-5-fluoro-8-(4-hydroxyphenyl)-9-(1-methyl-1H-1,2,4-triazol-5-yl)-8,9-dihydro-2H-pyrido[4,3,2-de]phthalazin-3(7H)-one FC=1C=C2C=3C(=NNC(C3C1)=O)[C@H]([C@@H](N2)C2=CC=C(C=C2)O)C2=NC=NN2C